C(C=CC)#N butanenenitrile